N,N-diethylaminoethyl-4-[1-(5,6,7,8-tetrahydro-3,5,5,8,8-pentamethyl-2-naphthalenyl)ethenyl]benzoate C(C)N(CC)CCOC(C1=CC=C(C=C1)C(=C)C1=CC=2C(CCC(C2C=C1C)(C)C)(C)C)=O